NC1=C(C=2C(=NC=C(C2S1)F)C=1C2=C(C=3C=NC(=NC3C1F)N1C[C@H](CC1)N(CC1OCCC1)C)COC2)C#N 2-Amino-7-fluoro-4-(5-fluoro-3-((3S)-3-(methyl((tetrahydrofuran-2-yl)methyl)amino)pyrrolidin-1-yl)-7,9-dihydrofuro[3,4-f]quinazolin-6-yl)thieno[3,2-c]pyridine-3-carbonitrile